3-Methyl-5-(N-(4-(4-acetylpiperazin-1-yl)phenyl)-N-phenethylsulfamoyl)benzofuran-2-carboxylic acid CC1=C(OC2=C1C=C(C=C2)S(N(CCC2=CC=CC=C2)C2=CC=C(C=C2)N2CCN(CC2)C(C)=O)(=O)=O)C(=O)O